C(C)O[Si](OCC)(OCC)CCCSSSSCCC[Si](OCC)(OCC)OCC bis-[(triethoxysilyl)-propyl] tetrasulfide